N-(2-(2,6-dioxopiperidin-3-yl)-1-oxoisoindolin-5-yl)-7-methoxy-3,4-dihydroisoquinoline-2(1H)-carboxamide O=C1NC(CCC1N1C(C2=CC=C(C=C2C1)NC(=O)N1CC2=CC(=CC=C2CC1)OC)=O)=O